rel-tert-butyl (3S,4R)-3-formyl-4-(pyridin-3-yl)pyrrolidine-1-carboxylate C(=O)[C@@H]1CN(C[C@H]1C=1C=NC=CC1)C(=O)OC(C)(C)C |o1:2,6|